N-((S)-1-(2-Chlorophenyl)ethyl)-4-((R)-3-(3-(trifluoromethyl)phenoxy)pyrrolidin-1-yl)tetrahydro-2H-pyran-4-carboxamide, hydrochloride Cl.ClC1=C(C=CC=C1)[C@H](C)NC(=O)C1(CCOCC1)N1C[C@@H](CC1)OC1=CC(=CC=C1)C(F)(F)F